FC(C1=C(C=CC=C1)/C=C/C(=O)N1C(OC(C1)([2H])[2H])=O)(F)F (E)-3-(3-(2-trifluoromethylphenyl)acryloyl)oxazolidine-2-one-5,5-d2